ethyl 2-(4-chloro-7-fluoro-6-(4-morpholinophenyl)-2H-indazol-2-yl)-2-(6,7-dihydro-5H-pyrrolo[1,2-c]imidazol-1-yl)acetate ClC=1C2=CN(N=C2C(=C(C1)C1=CC=C(C=C1)N1CCOCC1)F)C(C(=O)OCC)C1=C2N(C=N1)CCC2